2-[8-(2-chlorophenyl)-7-(4-chlorophenyl)-3-(oxan-4-ylmethyl)-2,6-dioxopurin-1-yl]acetamide ClC1=C(C=CC=C1)C1=NC=2N(C(N(C(C2N1C1=CC=C(C=C1)Cl)=O)CC(=O)N)=O)CC1CCOCC1